BrC1=C(C=C(C(=C1)Br)OC)S(=O)(=O)N[C@@H](CNCC1=CC=C(C=C1)OC)CCCC (R)-2,4-dibromo-5-methoxy-N-(1-((4-methoxybenzyl)amino)hexan-2-yl)benzenesulfonamide